9-hydroxypyrene OC1=C2C=CC=C3C=CC4=CC=CC(=C1)C4=C32